ClC1=CC=2C(C=N1)=C(N(N2)C2=CC=C(C=C2)F)C(C)C 6-chloro-2-(4-fluorophenyl)-3-isopropyl-2H-pyrazolo[4,3-c]pyridine